2-(3-(4,4-Difluoropiperidin-1-yl)-5-nitro-1H-indazol-1-yl)acetonitrile FC1(CCN(CC1)C1=NN(C2=CC=C(C=C12)[N+](=O)[O-])CC#N)F